CC1=C(COC2CC3C(CN(C3)C(=O)N3N=C(C=C3)C(=O)O)C2)C=CC=C1C(F)(F)F 1-(cis-5-((2-methyl-3-(trifluoromethyl)benzyl)oxy)octa-hydrocyclopenta[c]pyrrole-2-carbonyl)-1H-pyrazole-3-carboxylic acid